1-Cyanoimino-N-[4-(3-Cyanophenyl)-5-(2,6-dimethyl-4-pyridyl)thiazol-2-yl]-1-oxo-1,4-thiazinan-4-carboxamid C(#N)N=S1(CCN(CC1)C(=O)NC=1SC(=C(N1)C1=CC(=CC=C1)C#N)C1=CC(=NC(=C1)C)C)=O